N-(2-(2-chloro-4-fluorophenyl)-2-(dimethylamino)ethyl)isoindoline-2-carboxylic acid amide hydrochloride Cl.ClC1=C(C=CC(=C1)F)C(CNC(=O)N1CC2=CC=CC=C2C1)N(C)C